NC=1N=C(N(C1)C)C(=O)N1CC(CC1)N(C)C (4-amino-1-methyl-1H-imidazol-2-yl)(3-(dimethylamino)pyrrolidin-1-yl)methanone